tert-butyl carbanate C(=O)OC(C)(C)C